(2S)-4-(benzyloxycarbonylamino)-2-(tert-butoxycarbonylamino)butyric acid C(C1=CC=CC=C1)OC(=O)NCC[C@@H](C(=O)O)NC(=O)OC(C)(C)C